FC(C1=C(C=CC(=C1)N)C1=C(C=C(N)C=C1)C(F)(F)F)(F)F 2,2'-Bis(trifluoromethyl)benzidine